[Na+].[Na+].CSSSCCCS(=O)(=O)[O-].CSSSCCCS(=O)(=O)[O-] methyl-(sulphopropyl)trisulfide, disodium salt